CN1C(C(CCC1=O)N1C(C2=CC=CC(=C2C1)N1CCN(CC1)C(=O)OC(C)(C)C)=O)=O tert-butyl 4-[2-(1-methyl-2,6-dioxo-3-piperidyl)-1-oxo-isoindolin-4-yl]piperazine-1-carboxylate